C1(CC1)OC(NC(=O)OC(C)(C)C)=O cyclopropyl(tert-butoxycarbonyl)carbamate